2-methyl-2-(1-methyl-1H-pyrazol-3-yl)cyclopentane-1-one CC1(C(CCC1)=O)C1=NN(C=C1)C